2,4-dimethyl-3-aminobenzoic acid CC1=C(C(=O)O)C=CC(=C1N)C